1-(3-Isopropylphenyl)-N,N-dimethylnaphthalen-2-amine C(C)(C)C=1C=C(C=CC1)C1=C(C=CC2=CC=CC=C12)N(C)C